ClC=1C(=C(C=CC1)N1C(C=CC1=O)=O)C 1-(3-chloro-2-methylphenyl)-1H-pyrrole-2,5-dione